N-hydroxy-4-(9-methyl-3H-pyrazolo[4,3-f]quinolin-7-yl)benzamide ONC(C1=CC=C(C=C1)C1=NC2=CC=C3C(=C2C(=C1)C)C=NN3)=O